1-(4-((1H-tetrazol-5-yl)methyl)-2-methoxybenzyl)-3-(4-methoxy-3-(pentyloxy)phenyl)tetrahydropyrimidin-2(1H)-one N1N=NN=C1CC1=CC(=C(CN2C(N(CCC2)C2=CC(=C(C=C2)OC)OCCCCC)=O)C=C1)OC